(R)-tert-butyl (2-hydroxypropyl)carbamate O[C@@H](CNC(OC(C)(C)C)=O)C